tert-butyl N-[3-(5-cyano-6-methanesulfonylpyridin-2-yl)propyl]carbamate C(#N)C=1C=CC(=NC1S(=O)(=O)C)CCCNC(OC(C)(C)C)=O